C(C)S(=O)(=O)C=1SC(=CN1)C(O)(C1=CN=C(S1)S(=O)(=O)CC)C1=CN=C(S1)S(=O)(=O)CC tris(2-(ethylsulfonyl)thiazol-5-yl)methanol